N-(2-(2-(cyclopropanesulfonylamino)thiazol-4-yl)propan-2-yl)-2-methoxy-4-(6-(trifluoromethyl)pyrazin-2-yl)benzamide C1(CC1)S(=O)(=O)NC=1SC=C(N1)C(C)(C)NC(C1=C(C=C(C=C1)C1=NC(=CN=C1)C(F)(F)F)OC)=O